C(CC)OB1OB(OB(O1)OCCC)OCCC tri-n-Propoxyboroxine